5-pentyl-2(5H)-furanone C(CCCC)C1C=CC(O1)=O